NC1=C2C(=NC=N1)N(N=C2C2=CC=C(C=C2)CNC(C2=C(C=CC=C2)OC)=O)C2CCCC2 N-[[4-(4-amino-1-cyclopentyl-pyrazolo[3,4-D]pyrimidin-3-yl)phenyl]methyl]-2-methoxy-benzamide